C(#C)C=1C=NC(=NC1)C1C(CC1)C=1NC(C2=C(N1)N(N=C2C#N)C(C)C=2C=NC(=CC2)C(F)(F)F)=O 6-(2-(5-ethynylpyrimidin-2-yl)cyclobutyl)-4-oxo-1-(1-(6-(trifluoromethyl)pyridin-3-yl)ethyl)-4,5-dihydro-1H-pyrazolo[3,4-d]pyrimidine-3-carbonitrile